2-oxo-N-(1H-pyrazolo[4,3-c]pyridin-7-yl)-2-[(2R,5S)-5-methyl-2-[2-[rel-(3S,4S)-1,3-dimethyl-4-piperidyl]-1,3-benzothiazol-5-yl]-1-piperidyl]acetamide O=C(C(=O)NC=1C2=C(C=NC1)C=NN2)N2[C@H](CC[C@@H](C2)C)C=2C=CC1=C(N=C(S1)[C@@H]1[C@@H](CN(CC1)C)C)C2 |o1:29,30|